4-((difluoromethoxy)methyl)-4-phenethylpiperidine FC(OCC1(CCNCC1)CCC1=CC=CC=C1)F